ClC=1N(CC(C(=O)N(C)OC)=C(C1)NC1=C(C(=CC=C1)C1=NN(C=N1)C)OC)[2H] 6-Chloro-N-methoxy-4-((2-methoxy-3-(1-methyl-1H-1,2,4-triazol-3-yl)phenyl)amino)-N-methylnicotinamide-1-d